CN(C/C=C/C(=O)NC1=C2CN(CC2=CC=C1)C(C1=C(C=C(C=C1)OC)O)=O)C (E)-4-(Dimethylamino)-N-(2-(2-hydroxy-4-methoxybenzoyl)isoindolin-4-yl)but-2-enamide